C(CCC)OC(=O)N1CC=2C=NC(=CC2C1)OCC(=O)N(C)C n-Butyl-6-(2-(dimethylamino)-2-oxoethoxy)-1,3-dihydro-2H-pyrrolo[3,4-c]pyridine-2-carboxylate